C(#N)C1=CC=C(C=C1)B(O)O 4-Cyanophenylboronic acid